CC1([C@]2(C(C[C@H]1CC2)=O)CS(=O)(=O)NCC=2C=C1CN(C(C1=CC2)=O)C2C(NC(CC2)=O)=O)C 1-((1R,4R)-7,7-dimethyl-2-oxobicyclo[2.2.1]heptan-1-yl)-N-((2-(2,6-dioxopiperidin-3-yl)-1-oxoisoindolin-5-yl)methyl)methanesulfonamide